C(C)(C)(C)OC(=O)N1C(CCC1C)C(=O)O 1-(tert-butoxycarbonyl)-5-methylpyrrolidine-2-carboxylic acid